3-fluoropropylamine hydrochloride salt Cl.FCCCN